methyl 3-bromo-2-fluoro-benzoate BrC=1C(=C(C(=O)OC)C=CC1)F